O=C1C=C(CC1)[O-] 3-oxocyclopent-1-en-1-olate